NCCCOCCOCCOCCCN 2-(3-aminopropoxy)ethyl ether